3-chloro-5-methanesulfonylbenzoyl chloride ClC=1C=C(C(=O)Cl)C=C(C1)S(=O)(=O)C